1-(2-BROMO-4-CHLOROPHENYL)-3-METHYLBUTAN-2-OL Sodium borohydride [BH4-].[Na+].BrC1=C(C=CC(=C1)Cl)CC(C(C)C)O